C(C1=CC=CC=C1)OC(=O)N([C@H](C(=O)N1[C@@H](CC1)C(=O)OC(C)(C)C)C)C tert-butyl (2S)-1-[(2S)-2-[benzyloxycarbonyl(methyl)amino]propanoyl]azetidine-2-carboxylate